1-(2'-bromo-5'-butoxy-2-(methoxymethoxy)-5-methyl-[1,1'-biphenyl]-3-yl)adamantane BrC1=C(C=C(C=C1)OCCCC)C1=C(C(=CC(=C1)C)C12CC3CC(CC(C1)C3)C2)OCOC